COC=1C=C(C=CC1C(NC=1OC(=NN1)C=1SC=CC1)=O)C=1CCC(CC1)C(=O)O 3'-methoxy-4'-((5-(thiophen-2-yl)-1,3,4-oxadiazol-2-yl)carbamoyl)-2,3,4,5-tetrahydro-[1,1'-biphenyl]-4-carboxylic acid